6-(4-(hydroxymethyl)-2H-1,2,3-triazol-2-yl)-4-(methoxy-d3)pyridine-3-carbonitrile OCC1=NN(N=C1)C1=CC(=C(C=N1)C#N)OC([2H])([2H])[2H]